diethyl 2-isopropyl-3-cyclopentylsuccinate Diethyl-hexylsuccinate C(C)C(C(C(=O)O)CCCCCC)(C(=O)O)CC.C(C)(C)C(C(=O)OCC)C(C(=O)OCC)C1CCCC1